(S)-2-(2,5-difluoro-4-(6-(oxazol-5-ylmethoxy)pyridin-2-yl)benzyl)-1-(oxetan-2-ylmethyl)-1H-benzo[d]imidazole-6-carboxylic acid FC1=C(CC2=NC3=C(N2C[C@H]2OCC2)C=C(C=C3)C(=O)O)C=C(C(=C1)C1=NC(=CC=C1)OCC1=CN=CO1)F